4-((7-((adamantan-1-yl)(methyl)amino)heptyl)thio)-6-fluoro-1-oxoisoindoline C12(CC3CC(CC(C1)C3)C2)N(CCCCCCCSC2=C3CNC(C3=CC(=C2)F)=O)C